(R)-N-((S)-1-acetylpyrrolidin-3-yl)-2-((4-(2-chloro-4-fluorophenyl)-1-oxo-1,2-dihydroisoquinolin-7-yl)oxy)-N-methylpropanamide C(C)(=O)N1C[C@H](CC1)N(C([C@@H](C)OC1=CC=C2C(=CNC(C2=C1)=O)C1=C(C=C(C=C1)F)Cl)=O)C